6-chloro-4-(1-(2,2-difluoroethyl)-3-phenyl-1H-pyrazol-4-yl)-7-methoxypyrido[3,2-d]pyrimidine ClC=1C(=CC=2N=CN=C(C2N1)C=1C(=NN(C1)CC(F)F)C1=CC=CC=C1)OC